NC1=NC=CC(=C1)NC1=CC=C(C(=O)NC2=CC(=CC=C2)NC2=CC=NC=C2)C=C1 4-(2-aminopyridin-4-ylamino)-N-(3-(pyridin-4-ylamino)phenyl)benzamide